ethyl (S)-4-(5-chloro-3-methyl-2-(piperidin-3-yloxy)phenyl)pyrrolo[2,1-f][1,2,4]triazine-6-carboxylate ClC=1C=C(C(=C(C1)C1=NC=NN2C1=CC(=C2)C(=O)OCC)O[C@@H]2CNCCC2)C